2-[6,6-Difluoro-3-[4-(2-hydroxyacetyl)piperazin-1-carbonyl]-5,7-dihydro-4H-indazol-1-yl]-1-[4-(2,3-dimethylphenyl)piperazin-1-yl]ethanon FC1(CCC=2C(=NN(C2C1)CC(=O)N1CCN(CC1)C1=C(C(=CC=C1)C)C)C(=O)N1CCN(CC1)C(CO)=O)F